2,4-dihydroxybenzeneacetic acid OC1=C(C=CC(=C1)O)CC(=O)O